(R)-N-(4-(3-((5-Isopropyl-6-(1H-pyrazol-4-yl)-[1,2,4]triazolo[1,5-a]pyridin-2-yl)amino)pyrrolidine-1-carbonyl)phenyl)acrylamide C(C)(C)C1=C(C=CC=2N1N=C(N2)N[C@H]2CN(CC2)C(=O)C2=CC=C(C=C2)NC(C=C)=O)C=2C=NNC2